COC1=C(C=CC(=C1)OC)C1=CC(=CC=C1)[C@H](CC(=O)[O-])NC(=O)NC=1C(N(C=C(C1[O-])C)C)=O.[Na+].[Na+] Natrium (S)-3-(2',4'-Dimethoxybiphenyl-3-yl)-3-(3-(1,5-dimethyl-4-oxido-2-oxo-1,2-dihydropyridin-3-yl)ureido)propanoat